1-(m-tolyl)-1H-imidazole-5-carbonitrile C1(=CC(=CC=C1)N1C=NC=C1C#N)C